1-(2-(4-(2-ethoxy-6-fluorobenzyl) piperazin-1-yl)-2-oxoethyl)-4-phenethylpiperidin-4-yl acetate C(C)(=O)OC1(CCN(CC1)CC(=O)N1CCN(CC1)CC1=C(C=CC=C1F)OCC)CCC1=CC=CC=C1